C1(CC1)C(=O)N1CC2=CN=C(C=C2CC1)OCC1=C(N=NN1C=1C=NC(=CC1)C(F)F)C 2-Cyclopropanecarbonyl-6-({4-methyl-1-[6-(difluoromethyl)pyridin-3-yl]-1H-1,2,3-triazol-5-yl}methoxy)-1,2,3,4-tetrahydro-2,7-naphthyridine